NC=1C2=C(N=CN1)C(=NC=C2)C(=O)NC2=C1C=CN=C(C1=CC=C2C)NC2=C(C(=CC=C2)Cl)F 4-amino-N-(1-((3-chloro-2-fluorophenyl)amino)-6-methylisoquinolin-5-yl)pyrido[3,4-d]pyrimidine-8-carboxamide